Tetraazacyclododecanedimethanephosphonic acid C1(NNNNCCCCCCC1)(CP(O)(=O)O)CP(O)(=O)O